C1(CC1)C1=NC(=CC(=C1)C1=C(C=C(C#N)C=C1)C1=NN=CN1C)C=1OC2=C(N1)C=C(C=C2F)C=O 4-[2-cyclopropyl-6-(7-fluoro-5-formyl-1,3-benzoxazol-2-yl)pyridin-4-yl]-3-(4-methyl-1,2,4-triazol-3-yl)benzonitrile